1,3,5-tris(2,3,5,6-tetramethyl-4-isocyanophenyl)benzene CC1=C(C(=C(C(=C1C)[N+]#[C-])C)C)C1=CC(=CC(=C1)C1=C(C(=C(C(=C1C)C)[N+]#[C-])C)C)C1=C(C(=C(C(=C1C)C)[N+]#[C-])C)C